NC1=C(C=C(C=N1)C#CC=1C=C(C(=O)NC2=CC(=CC(=C2)C(F)(F)F)N2C=NC(=C2)C)C=CC1C)OC(F)(F)F 3-((6-amino-5-(trifluoromethoxy)pyridin-3-yl)ethynyl)-4-methyl-N-(3-(4-methyl-1H-imidazole-1-yl)-5-(trifluoromethyl)phenyl)benzamide